CS(=O)(=O)C1=CC(=C(C=C1)NCC#CC=1N(C=2C=CC=C(C2C1)NC1CCOCC1)CC(F)(F)F)OC 2-{3-[(4-methanesulfonyl-2-methoxyphenyl)amino]prop-1-yn-1-yl}-N-(oxan-4-yl)-1-(2,2,2-trifluoroethyl)-1H-indol-4-amine